C(#N)C=1C=C2C(=NN(C2=CC1)CC=1C=NC(=CC1)C(F)(F)F)NC(=O)C=1C(=NOC1)C N-(5-cyano-1-((6-(trifluoromethyl)pyridin-3-yl)methyl)-1H-indazol-3-yl)-3-methylisoxazole-4-carboxamide